(S)-7-cyclobutyl-2-((R)-3-methylmorpholin-4-yl)-6,7-dihydro-5H-pyrazolo[1,5-a]pyrazin-4-one C1(CCC1)[C@H]1CNC(C=2N1N=C(C2)N2[C@@H](COCC2)C)=O